C(C)(=O)NCC(=O)N(CC(NC=1SC2=C(N1)C=CC(=C2)OC(F)(F)F)=O)C 2-acetamido-N-methyl-N-(2-oxo-2-((6-(trifluoromethoxy)benzo[d]thiazol-2-yl)amino)ethyl)acetamide